CC(CCC1(CCC(CC1)C)C(C(=O)O)=O)CCC=C(C)C.C1(CCCC1)C(C(=O)OCCC(CCC=C(C)C)C)=O 3,7-dimethyl-6-octenyl 2-cyclopentyl-2-oxoacetate 3,7-dimethyl-6-octenyl-2-(4-methylcyclohexyl)-2-oxoacetate